C12(CC(C1)C2)N(C2=CC=1N(C=C2)C(N(N1)C)=O)C1=NC=C(C=C1)C(=O)N1CCC(CC1)(F)F 7-(bicyclo[1.1.1]pentan-1-yl(5-(4,4-difluoropiperidine-1-carbonyl)pyridin-2-yl)amino)-2-methyl-[1,2,4]triazolo[4,3-a]pyridin-3(2H)-one